FCC1OC(OC1C)=O 4-(fluoromethyl)-5-methyl-1,3-dioxolan-2-one